1-methyl-2,3,4,5-tetrahydro-1H-benzo[4,5]imidazo[1,2-d][1,4]diazepine-8-carboxamide CC1CNCCC=2N1C1=C(N2)C=C(C=C1)C(=O)N